S1C=NC2=C1C=C(C=C2)C2=CC=NC(N2C(C)C2=CC(=CC=C2)C=2C=NC(=CC2)N2CCNCC2)C 6-(1,3-benzothiazol-6-yl)-2-methyl-N-(1-{3-[6-(piperazin-1-yl)pyridin-3-yl]phenyl}ethyl)pyrimidin